C(C=C)(=O)[Al].[Al].[Ti] titanium-aluminum alloyl-aluminum